C(CCCCC(C)C)OP(=S)(OCCCCCC(C)C)SCCC(=O)OC Methyl 3-((bis(isooctyloxy)phosphorothioyl)thio)propanoate